tert-butyl (3-chloro-4-(trifluoromethoxy)benzyl)(3-oxo-3-((3-oxopropyl)amino)propyl)carbamate ClC=1C=C(CN(C(OC(C)(C)C)=O)CCC(NCCC=O)=O)C=CC1OC(F)(F)F